(E)-(3-(3-(4-chloro-3-(trifluoromethyl)phenyl)-1-phenyl-1H-pyrazol-4-yl)acryloyl)-L-tyrosine ClC1=C(C=C(C=C1)C1=NN(C=C1/C=C/C(=O)N[C@@H](CC1=CC=C(C=C1)O)C(=O)O)C1=CC=CC=C1)C(F)(F)F